7-(8-ethyl-7-fluoro-3-hydroxy-1-naphthyl)-8-fluoro-2-(((2R,7aS)-2-fluorohexahydro-1H-pyrrolizin-7a-yl)methoxy)-4-[3-(sulfamoylamino)-1-piperidyl]pyrido[4,3-d]pyrimidine C(C)C=1C(=CC=C2C=C(C=C(C12)C1=C(C=2N=C(N=C(C2C=N1)N1CC(CCC1)NS(N)(=O)=O)OC[C@]12CCCN2C[C@@H](C1)F)F)O)F